5-amino-8-(2,6-dimethyl-4-pyridinyl)-7-phenyl-2-[(2-pyrazol-1-yl-3-pyridinyl)methyl]-[1,2,4]triazolo[4,3-c]pyrimidin-3-one NC1=NC(=C(C=2N1C(N(N2)CC=2C(=NC=CC2)N2N=CC=C2)=O)C2=CC(=NC(=C2)C)C)C2=CC=CC=C2